1,4-Dichloro-2-(2,2-diethoxyethoxy)-5-fluorobenzene ClC1=C(C=C(C(=C1)F)Cl)OCC(OCC)OCC